CC1CCC(CC1)[C@@H](C(NC1=CC2=C(C=N1)C1(CCOCC1)C(N2)=O)=O)NC(=O)C2=CN=CO2 N-{(1S)-1-(4-Methylcyclohexyl)-2-oxo-2-[(2-oxospiro-[1H-pyrrolo[3,2-c]pyridine-3,4'-oxane]-6-yl)amino]ethyl}-oxazole-5-carboxamide